CN(C)CC1=CC=C(O1)C N,N,5-trimethylfurfuryl-amine